[Cl-].C(CCC)[N+]1=C(C2=C(C3=CC=CC=C13)C(=CC=C2)Cl)O 5-butyl-10-chloro-6-hydroxybenzo[c]quinolinium chloride